FC=1C=C2C(CN(C2=CC1)C=1C2=C(N=CN1)SC(=N2)C(=O)NC2CCOCC2)(C)C 7-(5-fluoro-3,3-dimethyl-indolin-1-yl)-N-tetrahydropyran-4-yl-thiazolo[5,4-d]pyrimidine-2-carboxamide